(S)-2-hydroxy-3-methylbutyric acid O[C@H](C(=O)O)C(C)C